ClC1=NC=C(C(=N1)NC=1C=CC=C2CCC=NC12)Cl 8-((2,5-dichloropyrimidin-4-yl)amino)-3,4-dihydroquinolin